tert-Butyl (S)-4-((2-(3-chloro-4-(methoxycarbonyl)phenyl)-4-(2,2-difluoroethyl)piperazin-1-yl)methyl)-5-methoxy-7-methyl-1H-indole-1-carboxylate ClC=1C=C(C=CC1C(=O)OC)[C@@H]1N(CCN(C1)CC(F)F)CC1=C2C=CN(C2=C(C=C1OC)C)C(=O)OC(C)(C)C